5'-bromodeoxyadenosine BrC([C@@H]1[C@H](C[C@@H](O1)N1C=NC=2C(N)=NC=NC12)O)O